N[C@@H]1C2=C(C=CC=C2CC12CCN(CC2)C2=NC(=C(N=C2CO)C2=C(C(=CC=C2)Cl)Cl)C)C#N (S)-1-amino-1'-(5-(2,3-dichlorophenyl)-3-(hydroxymethyl)-6-methylpyrazin-2-yl)-1,3-dihydrospiro[indene-2,4'-piperidine]-7-carbonitrile